F[C@H]1[C@H](C1)C(=O)NC1=NC=C2C=C(C=NC2=C1)C=1C=NC(=CC1C)C(CCC)([2H])O (1R,2R)-2-fluoro-N-(3-(6-(1-hydroxybutyl-1-d)-4-methylpyridin-3-yl)-1,6-naphthyridin-7-yl)cyclopropane-1-carboxamide